CN1CC(CCC1)N1C=NC(=C1)[N+](=O)[O-] 1-methyl-3-(4-nitro-1H-imidazol-1-yl)piperidine